Nonanthiol C(CCCCCCCC)S